C(OC=1C=NC(=NC1)Cl)(SCC)=O O-(2-chloropyrimidin-5-yl) S-ethyl thiocarbonate